C1(CC1)S(=O)(=O)N1C[C@H]([C@@H](CC1)NC1=NN2C(C=N1)=C(C=C2C(C(F)(F)F)C)F)O (3R,4R)-1-(cyclopropylsulfonyl)-4-((5-fluoro-7-(1,1,1-trifluoropropan-2-yl)pyrrolo[2,1-f][1,2,4]triazin-2-yl)amino)piperidin-3-ol